1-(Chloromethyl)naphthalin ClCC1=CC=CC2=CC=CC=C12